O1COC2=C1C=CC(=C2)N2CC(CC2=O)C(=O)NC=2SC(=CN2)C(F)(F)F 1-(benzo[d][1,3]dioxol-5-yl)-5-oxo-N-(5-(trifluoromethyl)thiazol-2-yl)pyrrolidine-3-carboxamide